C(#N)C=1C=C(C(=NC1)C=1C=C(SC1C)C(=O)NC1=CC(=CC=C1)NS(=O)(=O)C)OCC1=CC(=CC(=C1)S(=O)(=O)C)F 4-(5-cyano-3-((3-fluoro-5-(methylsulfonyl)benzyl)oxy)pyridin-2-yl)-5-methyl-N-(3-(methylsulfonamido)phenyl)thiophene-2-carboxamide